2-3-undecylimidazole CCC(CCCCCCCC)C=1NC=CN1